C(C)(C)(C)C=1C=CC(N=CC1)=O 5-t-butylazepin-2-one